FC1=C(C=C(C=C1)CC1=NNC(C2=CC=C(C=C12)C#CC)=O)C(=O)N1CC=2N(CC1)C(=NN2)C(F)(F)F 4-[[4-fluoro-3-[3-(trifluoromethyl)-6,8-dihydro-5H-[1,2,4]triazolo[4,3-a]pyrazine-7-carbonyl]phenyl]methyl]-6-prop-1-ynyl-2H-phthalazin-1-one